2-(2,6-dioxo-3-piperidinyl)-5-[4-[[4-(piperazine-1-carbonyl)-1-piperidinyl]methyl]-1-piperidinyl]isoindoline-1,3-dione O=C1NC(CCC1N1C(C2=CC=C(C=C2C1=O)N1CCC(CC1)CN1CCC(CC1)C(=O)N1CCNCC1)=O)=O